CN1CC1 methyl-Aziridine